7-amino-2-methyl-1,2-dihydroisoquinolin-1-one NC1=CC=C2C=CN(C(C2=C1)=O)C